5-(methylamino)-3-[2-(4-methylquinolin-7-yl)ethynyl]Pyrazole-4-carboxamide CNC1=C(C(=NN1)C#CC1=CC=C2C(=CC=NC2=C1)C)C(=O)N